methyl (3R)-3'-[(3-chloro-2-methoxyphenyl)amino]-2'-(3-fluoropyridin-4-yl)-4'-oxo-5',6'-dihydro-1'H-spiro[pyrrolidine-3,7'-pyrrolo[3,2-c]pyridine]-1-carboxylate ClC=1C(=C(C=CC1)NC1=C(NC2=C1C(NC[C@]21CN(CC1)C(=O)OC)=O)C1=C(C=NC=C1)F)OC